FC1=CC=C(C=C1)CB1OC(C(O1)(C)C)(C)C 2-[(4-fluorophenyl)methyl]-4,4,5,5-tetramethyl-1,3,2-dioxaborolane